N1C(=NC=C1)C=1NC=CC(N1)=N 2-(imidazol-2-yl)pyrimidin-4(1H)-imine